N1N=CC(=C1)CCNC1=NC(=NC(=C1C)C)C(=O)N1C(CCC1)C1=NC(=CC=C1)C (4-((2-(1H-pyrazol-4-yl)ethyl)amino)-5,6-dimethylpyrimidin-2-yl)(2-(6-methylpyridin-2-yl)pyrrolidin-1-yl)methanone